FC(S(=O)(=O)OC1=CC=C(C=C1)N1C2(CC2)CN(C1=O)C)(F)F 4-(6-methyl-5-oxo-4,6-diazaspiro[2.4]heptan-4-yl)phenyl trifluoromethanesulfonate